Cl.Cl.ClC1=CC2=C(N(C(=N2)CO)C/C(=C/[C@H]2NCCC[C@@H]2O)/C)C=C1Cl (2R,3S)-2-((E)-3-(5,6-dichloro-2-(hydroxymethyl)-1H-benzo[d]imidazol-1-yl)-2-methylpropan-1-en-1-yl)piperidin-3-ol dihydrochloride